(2-(((2R,3S,4R,5S)-5-(5-chloro-7-(cyclopentylamino)pyrazolo[1,5-a]pyrimidin-3-yl)-3,4-dihydroxytetrahydrofuran-2-yl)methoxy)-1,3-dihydroxypropan-2-yl)phosphonic acid ClC1=NC=2N(C(=C1)NC1CCCC1)N=CC2[C@H]2[C@@H]([C@@H]([C@H](O2)COC(CO)(CO)P(O)(O)=O)O)O